Cl.NC1=CC=C(C=C1)C(C(CC(=O)O)C)=O 4-(4-aminophenyl)-3-methyl-4-oxobutanoic acid hydrochloride